BrC1=CC(=C(C(=C1)C)N1N=C2C(N=C(NC2=O)N(CC)CC)=N1)C 2-(4-bromo-2,6-dimethylphenyl)-5-(diethylamino)-2,6-dihydro-7H-[1,2,3]triazolo[4,5-d]pyrimidin-7-one